(8-chloro-4-methyl-1,4-dihydroquinazolin-2-yl)-[1,1'-biphenyl]-4-carboxylic acid ClC=1C=CC=C2C(N=C(NC12)C1=C(C=CC(=C1)C(=O)O)C1=CC=CC=C1)C